[Li+].[Li+].[Li+].P([O-])(=O)(OP(=O)([O-])[O-])OC[C@@H]1[C@H]([C@H]([C@@H](O1)N1C=NC=2C(N)=NC=NC12)O)O adenosine-5'-diphosphate trilithium salt